NC=1C(=NN(C1N)CC)C 4,5-diamino-3-methylethyl-pyrazole